3-amino-2-hydroxy-4-p-chlorophenylbutanoyl-(S)-leucine NC(C(C(=O)N[C@@H](CC(C)C)C(=O)O)O)CC1=CC=C(C=C1)Cl